NC1=NC=NN2C1=C(C=C2C2=NN(C=C2)C)C2=CC(=C(C=C2)NC(OC2CCCC2)=O)OC Cyclopentyl (4-(4-amino-7-(1-methyl-1H-pyrazol-3-yl)pyrrolo[2,1-F][1,2,4]triazin-5-yl)-2-methoxyphenyl)carbamate